BrC1=C(N=C(N1CC)C1=CC=C(CN2N=C(C=3C2=NC(=NC3)C=3C(=NC=NC3OC)C3CC3)OC)C=C1)C(F)(F)F 1-(4-(5-bromo-1-ethyl-4-(trifluoromethyl)-1H-imidazol-2-yl)benzyl)-6-(4-cyclopropyl-6-methoxypyrimidin-5-yl)-3-methoxy-1H-pyrazolo[3,4-d]pyrimidine